BrC=1C(OC(C1Br)OCC#C)=O 3,4-Dibromo-5-prop-2-ynyloxy-5H-furan-2-one